C(C)N(CC)CC1=CC=C(C=C1)B1OC(C(O1)(C)C)(C)C N-ethyl-N-(4-(4,4,5,5-tetramethyl-1,3,2-dioxaborolan-2-yl)benzyl)ethanamine